FC(C1=C(C=NC=C1)N1C[C@@H](CC1)CN1C[C@@H](C([C@@H](C1)OCC1=CC=CC=C1)OCC1=CC=CC=C1)OCC1=CC=CC=C1)(F)F 4-(trifluoromethyl)-3-((S)-3-(((3S,4S,5R)-3,4,5-tris(benzyloxy)piperidin-1-yl)methyl)pyrrolidin-1-yl)pyridine